C(C)(C)(C)OC(=O)N1CC2(C(C1)F)CCN(CC2)C(=O)OCC2=CC=CC=C2 4-fluoro-2,8-diazaspiro[4.5]decane-2,8-dicarboxylic acid 8-benzyl 2-tert-butyl ester